vinyltriisopropen-oxysilane C(=C)[Si](OC(=C)C)(OC(=C)C)OC(=C)C